[C@@H]12NC[C@@H](NC1)C2 (1S,4S)-2,5-diazabicyclo[2.2.1]heptane